CN1CCN(CC1)CCC(=O)N1[C@H]2[C@H](C[C@@H]1CC2)C(=O)NC2=CSC1=NC=CN=C12 (1R,2S,4S)-7-[3-(4-methylpiperazin-1-yl)propanoyl]-N-{thieno[2,3-b]pyrazin-7-yl}-7-azabicyclo[2.2.1]heptane-2-carboxamide